C(C)N1C=NC2=C1N=NC=C2C2=CC(=C(C=C2)F)C2=C(C1=C(N(C=N1)C1COC1)C=C2)OC 7-Ethyl-4-(4-fluoro-3-(4-methoxy-1-(oxetan-3-yl)-1H-benzo[d]imidazol-5-yl)phenyl)-7H-imidazo[4,5-c]pyridazine